O1C(=NC2=C1C=CC=C2)C2=CC=C(C=C2)N(C2=CC=C(C=C2)C=2C1=CC=CC=C1C=1C=CC=CC1C2)C2=CC=C(C=C2)C=2OC1=C(N2)C=CC=C1 Bis-{4-(benzoxazole-2-yl)phenyl}-{4-(phenanthrene-9-yl)phenyl}amine